NC(=N)N.N1=CC=CC=C1 pyridine guanidine salt